OC1=C(C(/C=C/C2=CC(=C(C=C2)O)CC2=CC=CC=C2)=O)C=CC=C1 2',4-Dihydroxy-3-benzylchalcone